N-[(6-Amino-2-pyridyl)sulfonyl]-6-(2,2-dimethyltetrahydropyran-4-yl)-2-(2,4,6-trimethylphenoxy)pyridin-3-carboxamid NC1=CC=CC(=N1)S(=O)(=O)NC(=O)C=1C(=NC(=CC1)C1CC(OCC1)(C)C)OC1=C(C=C(C=C1C)C)C